(S)-2-(4-(6-(4-chloro-2-fluorobenzyloxy)pyridin-2-yl)-2-fluorobenzyl)-1-(oxetan-2-ylmethyl)-1H-benzo[d]imidazole-6-carboxylic acid ClC1=CC(=C(COC2=CC=CC(=N2)C2=CC(=C(CC3=NC4=C(N3C[C@H]3OCC3)C=C(C=C4)C(=O)O)C=C2)F)C=C1)F